C1(CC1)S(=O)(=O)NC=1SC=C(N1)C(C(=O)NC1=C(C=C(C=C1)C1=NC=CN=C1)F)CC 2-(2-(cyclopropanesulfonylamino)thiazol-4-yl)-N-(2-fluoro-4-(pyrazin-2-yl)phenyl)butanamide